(1R,3S)-3-(5-((5-cyanopyrazin-2-yl)amino)-1H-pyrazol-3-yl)cyclopentyl((R)-3-methyltetrahydrofuran-3-yl)carbamate C(#N)C=1N=CC(=NC1)NC1=CC(=NN1)[C@@H]1C[C@@H](CC1)N(C([O-])=O)[C@]1(COCC1)C